C(=O)(O)C1=CC=NC=C1 p-carboxyl-pyridine